C(C)OC(CC1OC(C2=C(C3=CN(C(C=C31)=O)C)C=CC(=C2)C(F)(F)F)C2=CC=C(C=C2)Cl)=O Ethyl-2-(7-(4-chlorophenyl)-2-methyl-3-oxo-9-(trifluoromethyl)-2,3,5,7-tetrahydrobenzo[5,6]oxepino[4,3-c]pyridin-5-yl)acetate